C(#N)[C@H](C[C@H]1C(NCCC1)=O)NC(=O)[C@H]1N(C[C@H]2[C@@H]1CCC2)C([C@@H](NC(C(F)(F)F)=O)C2(CC2)C)=O (1S,3aR,6aS)-N-((S)-1-cyano-2-((S)-2-oxopiperidin-3-yl)ethyl)-2-((S)-2-(1-methylcyclopropyl)-2-(2,2,2-trifluoroacetamido)acetyl)octahydrocyclopenta[c]pyrrole-1-carboxamide